BrC=1C=C2C(=NNC2=CC1)C(=O)O 5-bromo-1H-indazole-3-carboxylic acid